S(=O)(=O)(O)C(CN)C(=O)O α-sulfo-β-alanine